COC(=O)C1=CC=C(OC2CN(CC(C2=O)C(C(F)(F)F)=O)C(=O)OC(C)(C)C)C=C1 tert-butyl 3-(4-(methoxycarbonyl)phenoxy)-4-oxo-5-(2,2,2-trifluoroacetyl)piperidine-1-carboxylate